N1N=C(C=C1)S(=O)(=O)N PYRAZOLSULFONAMIDE